C(C)(C)(C)NC1CN(CC1)C1=CC=C2C=C(C=NC2=N1)C1=CC2=CN(N=C2C=C1O)C 5-{7-[3-(tert-butylamino)pyrrolidin-1-yl]-1,8-naphthyridin-3-yl}-2-methylindazol-6-ol